1-(2,4-difluorophenyl)-3-(isoquinolin-4-yl)-2-oxoimidazoline-4-carbonitrile FC1=C(C=CC(=C1)F)N1C(N(C(C1)C#N)C1=CN=CC2=CC=CC=C12)=O